C(C)(=O)O[C@H]([C@H]1O[C@@H]([C@@H](N(C1=O)[C@H](C(=O)OCC)CCC)C1=CC=C(C=C1)Cl)C1=CC=C(C=C1)Cl)C1=CC=NC=C1 (S)-ethyl 2-((2R,5S,6R)-2-((S)-acetoxy(pyridin-4-yl)methyl)-5,6-bis(4-chlorophenyl)-3-oxomorpholino)pentanoate